C(#N)C(C(=O)NC(=O)NCC)=NOC 1-(2-cyano-2-methoxyiminoacetyl)-3-ethyl-urea